P(=O)(O)(O)O[C@@H]1[C@H](O)[C@H](O)[C@H](O1)CO α-D-ribose 1-phosphate